O=C1CCC(CC1)C=1C=C2C=C(NC2=CC1)C(=O)NC1=CC=CC=C1 5-(Oxocyclohexane-4-yl)-N-phenylindole-2-carboxamide